tert-Butyl rac-(3S)-6-(5-methoxy-3-pyridyl)-3-methyl-3,4-dihydro-2H-pyridine-1-carboxylate COC=1C=C(C=NC1)C1=CC[C@@H](CN1C(=O)OC(C)(C)C)C |r|